CN(C=1C=C2C(=CN(C(C2=CN1)=O)C)C1=CC(=C(CN2CCC(CC2)C2=CC=C3CN(C(C3=C2)=O)C2C(NC(CC2)=O)=O)C(=C1)OC)OC)C 3-(6-(1-(4-(6-(dimethylamino)-2-methyl-1-oxo-1,2-dihydro-2,7-naphthyridin-4-yl)-2,6-dimethoxybenzyl)piperidin-4-yl)-1-oxoisoindolin-2-yl)piperidine-2,6-dione